6-chloro-3-(trifluoromethyl)-1H-pyrazolo[3,4-d]pyrimidine ClC1=NC=C2C(=N1)NN=C2C(F)(F)F